pyridine-2,4,6-tricarbonyl chloride N1=C(C=C(C=C1C(=O)Cl)C(=O)Cl)C(=O)Cl